(1-(benzothiazol-6-yl)pyrrolidin-3-yl)-2-fluorobenzoic acid S1C=NC2=C1C=C(C=C2)N2CC(CC2)C=2C(=C(C(=O)O)C=CC2)F